Iridium (ethylcyclopentadienyl)(1,5-cyclooctadiene) C(C)C1(C=CC=C1)C1=CCCC=CCC1.[Ir]